(S)-2-amino-N-(1-(8-((6,7-dihydro-5H-pyrrolo[1,2-b][1,2,4]triazol-2-yl)ethynyl)-1-oxo-2-phenyl-1,2-Dihydroisoquinolin-3-yl)ethyl)pyrazolo[1,5-a]pyrimidine-3-carboxamide NC1=NN2C(N=CC=C2)=C1C(=O)N[C@@H](C)C=1N(C(C2=C(C=CC=C2C1)C#CC=1N=C2N(N1)CCC2)=O)C2=CC=CC=C2